NCC1=CC(=C(C(=C1)C)NC(=O)C1=CC2=C(OCCC3=C2SC=C3)C=C1C=1C(=NC(=CC1)C(=O)N1CC(C1)(F)F)C(=O)OC)C methyl 3-(9-((4-(aminomethyl)-2,6-dimethylphenyl)carbamoyl)-4,5-dihydrobenzo[b]thieno[2,3-d]oxepin-8-yl)-6-(3,3-difluoroazetidine-1-carbonyl)picolinate